CN1C(C(=CC2=C(N=C(C=C12)N1CCOCC1)C=1C=CC=C2C=C(N=CC12)C=1C=CC(=NC1)C(=O)NCC#CC1=CC(=CC=C1)NC1C(NC(CC1)=O)=O)C)=O 5-(8-(1,3-Dimethyl-7-morpholino-2-oxo-1,2-dihydro-1,6-naphthyridin-5-yl)isoquinolin-3-yl)-N-(3-(3-((2,6-dioxopiperidin-3-yl)amino)phenyl)prop-2-yn-1-yl)picolinamide